O1CCC(C2=NC=CC=C21)OC2=CC(=CC=1N2C(=CN1)C#N)C=1N=NN(C1C)C1CCNCC1 5-(3,4-Dihydro-2H-pyrano[3,2-b]pyridin-4-yloxy)-7-[5-methyl-1-(4-piperidyl)triazol-4-yl]imidazo[1,2-a]pyridine-3-carbonitrile